2-(1-(ethylsulfinyl)azetidin-3-ylidene)acetonitrile C(C)S(=O)N1CC(C1)=CC#N